C(C)(C)OC1=C(N=CC=2N1N=C(N2)N)C=2C=NNC2 5-isopropoxy-6-(1H-pyrazol-4-yl)-[1,2,4]triazolo[1,5-a]pyrazin-2-amine